3-Amino-6-chloro-4-(1H-indazol-4-yl)-1H-1,7-phenanthrolin-2-one NC=1C(NC2=C3C=CC=NC3=C(C=C2C1C1=C2C=NNC2=CC=C1)Cl)=O